FC(S(=O)(=O)[O-])(F)F.C(C)N1C=[N+](C=C1)CC 1,3-diethylimidazolium trifluoromethanesulfonate